C(C)(C)C1=C(C(=CC=C1)C(C)C)NC(=N)C1=CC2=C(N(C(N2)=O)C2=CC=CC=C2)C=C1 N-(2,6-diisopropylphenyl)-2-oxo-1-phenyl-2,3-dihydro-1H-benzo[d]imidazole-5-carboxamidine